7-chloro-4-((2,6-difluorophenyl)ethynyl)quinoline ClC1=CC=C2C(=CC=NC2=C1)C#CC1=C(C=CC=C1F)F